(S)-2-(3-(3-(3,4-Dimethoxyphenyl)propyl)-1,2,4-oxadiazol-5-yl)piperidine-1-carboxylic acid tert-butyl ester C(C)(C)(C)OC(=O)N1[C@@H](CCCC1)C1=NC(=NO1)CCCC1=CC(=C(C=C1)OC)OC